ethyl 2-nonynoate (ethyl oct-2-ynoate) C(C)C(C#CC(=O)O)CCCC.C(C#CCCCCCC)(=O)OCC